Methyl 4-(4-(1-(4-(5-chloro-2-(4-chloro-1H-1,2,3-triazol-1-yl)phenyl)-5-methoxy-2-oxopyridin-1(2H)-yl)-2-phenylethyl)-1H-1,2,3-triazol-1-yl)benzoate ClC=1C=CC(=C(C1)C1=CC(N(C=C1OC)C(CC1=CC=CC=C1)C=1N=NN(C1)C1=CC=C(C(=O)OC)C=C1)=O)N1N=NC(=C1)Cl